O1C(=NC2=C1C=CC=C2)C2(CCN(CC2)C2=C(C(N(C1=CC(=CC=C21)C(F)(F)F)C)=O)C#N)C 4-[4-(1,3-benzoxazol-2-yl)-4-methylpiperidin-1-yl]-1-methyl-2-oxo-7-(trifluoromethyl)-1,2-dihydroquinoline-3-carbonitrile